BrCC(=O)C1=C(C(=NC=C1)CC(=O)N)F (4-(2-bromoacetyl)-3-fluoropyridin-2-yl)acetamide